CN1N=NN=C1 1-methyl-1,2,3,4-tetrazole